N-(3-(3-(9H-purin-6-yl)pyridin-2-ylamino)-4-methylphenyl)-5-ethyl-4-(trifluoromethyl)picolinamide N1=CN=C2NC=NC2=C1C=1C(=NC=CC1)NC=1C=C(C=CC1C)NC(C1=NC=C(C(=C1)C(F)(F)F)CC)=O